C[C@](CO)(CCCCCCC)O (R)-2-methylnonane-1,2-diol